2-(2-{[2-(1H-1,3-Benzodiazol-2-yl)ethyl]amino}ethyl)-N-[(3-fluoropyridin-2-yl)methyl]-5-methyl-1,3-thiazole-4-carboxamide N1C(=NC2=C1C=CC=C2)CCNCCC=2SC(=C(N2)C(=O)NCC2=NC=CC=C2F)C